4-(1-(5-Phenyl-1-(3-(trifluoromethyl)benzyl)-1H-indazol-7-amido)cyclopropyl)benzoic acid C1(=CC=CC=C1)C=1C=C2C=NN(C2=C(C1)C(=O)NC1(CC1)C1=CC=C(C(=O)O)C=C1)CC1=CC(=CC=C1)C(F)(F)F